4-[5-hydroxy-3-(trifluoromethyl)pyrazol-1-yl]benzonitrile hydrochloride Cl.OC1=CC(=NN1C1=CC=C(C#N)C=C1)C(F)(F)F